2-((4-(3-((4-cyano-2-fluorobenzyl)oxy)-1H-pyrazol-1-yl)piperidin-1-yl)methyl)-1-((1-(2,2,2-trifluoroethyl)-1H-imidazol-5-yl)methyl)-1H-benzo[d]imidazole-6-carboxylic acid C(#N)C1=CC(=C(COC2=NN(C=C2)C2CCN(CC2)CC2=NC3=C(N2CC2=CN=CN2CC(F)(F)F)C=C(C=C3)C(=O)O)C=C1)F